4-((6-ethoxy-2-(phenylthio)quinolin-3-yl)methylene)-2-phenyloxazol-5(4H)-one C(C)OC=1C=C2C=C(C(=NC2=CC1)SC1=CC=CC=C1)C=C1N=C(OC1=O)C1=CC=CC=C1